C(C)(C)(C)OC(=O)N1C[C@@H]([C@H]([C@@H](C1)O)F)NC(=O)OCC1=CC=CC=C1 |r| racemic-(3S,4R,5R)-3-(((benzyloxy)carbonyl)amino)-4-fluoro-5-hydroxypiperidine-1-carboxylic acid tert-butyl ester